6-(2-methanesulfonylpropan-2-yl)-N-(7-{8-methyl-1H,2H,3H-pyrido[2,3-b][1,4]oxazin-7-yl}-5H,6H,7H,8H-pyrido[3,4-d]pyrimidin-2-yl)pyridin-3-amine CS(=O)(=O)C(C)(C)C1=CC=C(C=N1)NC=1N=CC2=C(N1)CN(CC2)C2=C(C1=C(OCCN1)N=C2)C